C=C1C2=CC(=CC=C2C=2C=CC(=CC12)O)O 9-methylenefluorene-2,7-diol